5-chloro-6-(trifluoromethyl)pyridine-3-thiol ClC=1C=C(C=NC1C(F)(F)F)S